tributyl-hexyl-phosphonium bistrifluoromethyl-sulfimide salt FC(F)(F)S(=N)C(F)(F)F.C(CCC)[P+](CCCCCC)(CCCC)CCCC